benzyl (2S,5R)-5-({5-[4-(ethoxycarbonyl)-1,3-oxazol-2-yl]-1-{[2-(trimethylsilyl)ethoxy]methyl}-1H-pyrrolo[2,3-b]pyridin-4-yl}amino)-2-methylpiperidine-1-carboxylate C(C)OC(=O)C=1N=C(OC1)C=1C(=C2C(=NC1)N(C=C2)COCC[Si](C)(C)C)N[C@@H]2CC[C@@H](N(C2)C(=O)OCC2=CC=CC=C2)C